N,N-dimethylheptylamine CN(C)CCCCCCC